COC1=CC=C(CN2N=NC(=C2OC2=CC(=CC=C2)C#CC)C(=O)O)C=C1 1-(4-methoxybenzyl)-5-(3-(prop-1-ynyl)phenoxy)-1H-1,2,3-triazole-4-carboxylic acid